NC1=NC=NC2=CC=C(C=C12)C=1C=C(C=CC1)C#C[C@]1(C(N(CC1)C)=O)O (R)-3-[2-[3-(4-Aminoquinazolin-6-yl)phenyl]ethynyl]-3-hydroxy-1-methylpyrrolidin-2-one